4-(dimethylamino)-5-oxopentanoic acid CN(C(CCC(=O)O)C=O)C